2-[(iodoacetyl)amino]ethyl{amino}naphthalene-1-sulfonic acid ICC(=O)NCCC=1C(=C(C2=CC=CC=C2C1)S(=O)(=O)O)N